N-(4-((2-((3-(tert-butyl)-1-methyl-1H-pyrazol-5-yl)amino)-1,7-dimethyl-1H-benzo[d]imidazol-6-yl)oxy)pyridin-2-yl)acetamide C(C)(C)(C)C1=NN(C(=C1)NC1=NC2=C(N1C)C(=C(C=C2)OC2=CC(=NC=C2)NC(C)=O)C)C